2,2',2'',2'''-(((2-oxoimidazolidine-1,3-diyl)bis(ethane-2,1-diyl))bis(azanetriyl))tetraacetonitrile O=C1N(CCN1CCN(CC#N)CC#N)CCN(CC#N)CC#N